(rac)-trans-3-amino-1-(N-((R)-2-aminopropyl)sulfamoyl)-4-(3-boronopropyl)pyrrolidine-3-carboxylic acid N[C@@]1(CN(C[C@H]1CCCB(O)O)S(NC[C@@H](C)N)(=O)=O)C(=O)O |r|